2-(((1R)-1-(2-(5,5-difluorohexahydrocyclopenta[c]pyrrol-2(1H)-yl)-3,7-dimethyl-4-oxo-4H-pyrido[1,2-a]pyrimidin-9-yl)ethyl)amino)benzoic acid FC1(CC2C(CN(C2)C=2N=C3N(C(C2C)=O)C=C(C=C3[C@@H](C)NC3=C(C(=O)O)C=CC=C3)C)C1)F